CC=1C(=C(C=CC1)OC([C@@H](N)CCCCN)=O)C lysine dimethylphenyl ester